2,6-dichloro-3-fluoropyridin-4-amine ClC1=NC(=CC(=C1F)N)Cl